methyl (Z)-16-hydroxyhexadec-10-enoate OCCCCC\C=C/CCCCCCCCC(=O)OC